(9H-fluoren-9-yl)methyl (2-(2-(2-(2-(3,5-bis(bromomethyl)-1H-pyrazol-1-yl)ethoxy)ethoxy)ethoxy)ethyl)carbamate BrCC1=NN(C(=C1)CBr)CCOCCOCCOCCNC(OCC1C2=CC=CC=C2C=2C=CC=CC12)=O